FC1C(CNC1)C1N(CC(OC1C(=O)N)C)C1=C2C=CC=NC2=C(C=C1)C(F)(F)F (4-fluoropyrrolidin-3-yl)-6-methyl-4-[8-(trifluoromethyl)-5-quinolyl]morpholine-2-carboxamide